Ethyl 3-[(E)-2-Amino-1-Cyanoethenyl]-6,7-Dichloro-1-Methyl-1h-Indole-2-Carboxylate N/C=C(/C#N)\C1=C(N(C2=C(C(=CC=C12)Cl)Cl)C)C(=O)OCC